BrC=1C=C2C(=CNC2=CC1)C=1SC=C(N1)C(=O)NN=CC1=CC=CC2=CC=CC=C12 2-(5-bromo-1H-indol-3-yl)-N'-(naphthalen-1-ylmethylene)thiazole-4-carbohydrazide